4-(5-bromo-6-methoxy-2H-indazol-2-yl)-3,3-difluoropiperidine-1-carboxylic acid tert-butyl ester C(C)(C)(C)OC(=O)N1CC(C(CC1)N1N=C2C=C(C(=CC2=C1)Br)OC)(F)F